C(C)(=O)C1=CC(=C2C=C(C(=CN12)F)OCC1=CC=CC=C1)C(=O)NC1=C(C(=CC(=C1)COC1OCCCC1)C=1C=NN(C1)C)F 3-acetyl-7-(benzyloxy)-6-fluoro-N-(2-fluoro-3-(1-methyl-1H-pyrazol-4-yl)-5-(((tetrahydro-2H-pyran-2-yl)oxy)methyl)phenyl)indolizine-1-carboxamide